4-chloro-2-(4-methoxybenzyl)pyrido[3,2-c]pyridazine-3,6(2h,5h)-dione ClC1=C2C(=NN(C1=O)CC1=CC=C(C=C1)OC)C=CC(N2)=O